3,5-di-tert-butyl-4-hydroxy-octadecyl phenylpropionate C1(=CC=CC=C1)C(C(=O)OCCC(C(C(CCCCCCCCCCCCC)C(C)(C)C)O)C(C)(C)C)C